N-[[4-(Difluoro-methoxy)-phenyl]-methyl]-2-ethylsulfanyl-4-methyl-6-morpholin-4-yl-pyridine-3-carboxylic acid amide FC(OC1=CC=C(C=C1)CNC(=O)C=1C(=NC(=CC1C)N1CCOCC1)SCC)F